FC=1C=CC(=C(C1)[C@@H]1N(CCC1)C=1C=CC=2N(N1)C(=CN2)C2=CC(=NC=N2)CCO)OC (R)-2-(6-(6-(2-(5-fluoro-2-methoxyphenyl)pyrrolidin-1-yl)imidazo[1,2-b]pyridazin-3-yl)pyrimidin-4-yl)ethan-1-ol